(R)-4-(8-methyl-2-(piperazin-1-yl)-7,8-dihydropyrido[4,3-d]pyrimidin-6(5H)-yl)pyrazolo[1,5-a]pyridine-7-carbonitrile C[C@@H]1CN(CC2=C1N=C(N=C2)N2CCNCC2)C=2C=1N(C(=CC2)C#N)N=CC1